1,3,5-tri(bromomethyl)-2,4,6-triethylbenzene BrCC1=C(C(=C(C(=C1CC)CBr)CC)CBr)CC